6-(2,2-Difluoroethyl)-3-(3-fluorophenyl)-6-methyl-1,2,3,7-tetrahydropyrazolo[1,2-a]pyrazol-5-one FC(CC1(C(N2N(C1)CCC2C2=CC(=CC=C2)F)=O)C)F